5-(4-((1-(4-(1,2-bis(4-hydroxyphenyl)but-1-en-1-yl)phenyl)piperidin-4-yl)methyl)piperazin-1-yl-2,2,3,3,5,5,6,6-d8)-2-(2,6-dioxopiperidin-3-yl)-4,6-difluoroisoindoline-1,3-dione OC1=CC=C(C=C1)C(=C(CC)C1=CC=C(C=C1)O)C1=CC=C(C=C1)N1CCC(CC1)CN1C(C(N(C(C1([2H])[2H])([2H])[2H])C=1C(=C2C(N(C(C2=CC1F)=O)C1C(NC(CC1)=O)=O)=O)F)([2H])[2H])([2H])[2H]